C(#N)C=1C=C(C=CC1)C1CC=NN1C(=O)C12CC(C1)(C2)COC2=NC=C(C#N)C=C2 6-((3-(5-(3-cyanophenyl)-4,5-dihydro-1H-pyrazole-1-carbonyl)bicyclo[1.1.1]pentan-1-yl)methoxy)nicotinonitrile